2-(5-(2,6-Dimethoxyphenyl)-1-(4-ethynyl-2-isopropylphenyl)-1H-pyrazole-3-carboxamido)adamantane-2-carboxylic acid COC1=C(C(=CC=C1)OC)C1=CC(=NN1C1=C(C=C(C=C1)C#C)C(C)C)C(=O)NC1(C2CC3CC(CC1C3)C2)C(=O)O